BrC1=CC=CC(=N1)OCC1=C(C=C(C=C1)C(F)(F)F)CCCO 3-[2-[(6-bromo-2-pyridyl)oxymethyl]-5-(trifluoromethyl)phenyl]propan-1-ol